C(C)(C)(C)C1=NOC(=C1)NC(NC1=C(C=C(C=C1)CCC1=CC(=NC=C1)NC(=O)C1CC1)F)=O Cyclopropanecarboxylic acid [4-(2-{4-[3-(3-tert-butyl-isoxazol-5-yl)-ureido]-3-fluoro-phenyl}-ethyl)-pyridin-2-yl]-amide